[V].C1(=CC=CC=C1)C(CC(C)=O)=O.C1(=CC=CC=C1)C(CC(C)=O)=O bis(1-phenyl-1,3-butanedione) vanadium